C(CCCCC)C(COC(CCCCCCCCC(CCCCCCCCC(=O)OCC(CCCCCC)CCCCCC)N(CCCN1CCCC1)CCC(OCCOC(CCCCCCCCCC)=O)=O)=O)CCCCCC.CC(C)(C)[S@@](=O)N[C@H](C)C1=NC(=CC=C1)C (R)-2-methyl-N-((R)-1-(6-methylpyridin-2-yl)ethyl)propane-2-sulfinamide bis(2-hexyloctyl)10-((3-oxo-3-(2-(undecanoyloxy)ethoxy)propyl)(3-(pyrrolidin-1-yl)propyl)amino)nonadecanedioate